methyl 2-(2-(2-(4-aminophenyl)thiazole-4-carboxamido)acrylamido)acrylate hydrochloride Cl.NC1=CC=C(C=C1)C=1SC=C(N1)C(=O)NC(C(=O)NC(C(=O)OC)=C)=C